[NH4+].C(C)P(ON1N=CC(=C1)C=1SC=C(N1)C(NC=1C(=NN(C1)C1CCC(CC1)OCC)C1=NC(=CC=C1F)F)=O)([O-])=O 1-(4-(4-((3-(3,6-difluoropyridin-2-yl)-1-((1r,4r)-4-ethoxycyclohexyl)-1H-pyrazol-4-yl) carbamoyl) thiazol-2-yl)-1H-pyrazol-1-yl) ethylphosphonate ammonium salt